2-(3-ethyl-3-((R)-1-(3-(8-methoxyimidazo[1,2-a]pyrazin-6-yl)phenyl)ethyl)ureido)-3,3,3-trifluoropropyl acetate C(C)(=O)OCC(C(F)(F)F)NC(=O)N([C@H](C)C1=CC(=CC=C1)C=1N=C(C=2N(C1)C=CN2)OC)CC